BrC1=CC2=C(N(C(=N2)\C=C\C2=CC=CC=C2)C(C)C)C=C1 (E)-5-bromo-1-isopropyl-2-styryl-1H-benzimidazole